ClC1=C(C=C2C(=NC(N3C2=C1SC[C@H](C3)C3=C(C=NC=C3)F)=O)N3C[C@@H](N([C@@H](C3)C)C(=O)OC(C)(C)C)C)C(F)(F)F tert-butyl (2S,6R)-4-((S)-11-chloro-3-(3-fluoropyridin-4-yl)-6-oxo-10-(trifluoromethyl)-3,4-dihydro-2H,6H-[1,4]thiazepino[2,3,4-ij]quinazolin-8-yl)-2,6-dimethylpiperazine-1-carboxylate